N-(3-bromo-1-(2-(2-fluoropropan-2-yl)-6-methylpyrimidin-4-yl)-1H-pyrazolo[4,3-c]pyridin-6-yl)acetamide BrC1=NN(C2=C1C=NC(=C2)NC(C)=O)C2=NC(=NC(=C2)C)C(C)(C)F